ClC1=C(C=CC=C1)C1=CC=NC2=CC(=CC=C12)OCC(=O)N1CCCCC1 rac-(3S)-1-[2-[[4-(2-Chlorophenyl)-7-quinolyl]oxy]acetyl]piperidin